CN1CCN(CC1)CCOC=1C=CC2=C(C(OC3=CC=CC=C23)=O)C1 8-(2-(4-methylpiperazin-1-yl)ethoxy)-6H-benzo[c]chromen-6-one